IC1=C2C(C(=O)N(C2=O)C)=CC=C1 3-iodo-N-methylphthalimide